P(=O)(O)(O)OC(C[C@H](N)C(=O)O)=O 4-phosphoaspartic acid